2-(4-(2-(5-chloropyridin-2-yl)-5-fluoro-2-methylbenzo[d][1,3]dioxol-4-yl)-2,6-difluorobenzyl)-1-(2-methoxyethyl)-1H-benzo[d]imidazole-6-carboxylic acid ClC=1C=CC(=NC1)C1(OC2=C(O1)C=CC(=C2C2=CC(=C(CC1=NC3=C(N1CCOC)C=C(C=C3)C(=O)O)C(=C2)F)F)F)C